C(C)(C)(C)OC(=O)CCCCC(=O)O 5-(tert-butoxyformyl)pentanoic acid